Methyl 6-chloro-1H-indazole-3-carboxylate ClC1=CC=C2C(=NNC2=C1)C(=O)OC